2-methoxyphenylsulfide COC1=C(C=CC=C1)SC1=C(C=CC=C1)OC